O[C@@H]1C[C@H](N(C1)C([C@H](C(C)C)N1C(CCC1)=O)=O)C(=O)NCC1=CC=C(C=C1)C1=C(N=CS1)C (2S,4R)-4-hydroxy-1-((S)-3-methyl-2-(2-oxopyrrolidin-1-yl)butanoyl)-N-(4-(4-methylthiazol-5-yl)benzyl)pyrrolidine-2-carboxamide